1-benzyl-1-(2-((2,6-dimethylphenyl)Amino)-2-oxoethyl)-3-(isopropoxycarbonyl)piperidin-1-ium trifluoroacetate Salt FC(C(=O)[O-])(F)F.C(C1=CC=CC=C1)[N+]1(CC(CCC1)C(=O)OC(C)C)CC(=O)NC1=C(C=CC=C1C)C